[Zr].[Mn].[Fe].[Mg] magnesium-iron-manganese-zirconium